dimethoxy-[1,1'-binaphthyl]-3,3'-dialdehyde COC1=C(C(=C(C2=CC=CC=C12)C1=CC(=CC2=CC=CC=C12)C=O)OC)C=O